5-p-tolyl-1,2,4-triazin-3(2H)-one C1(=CC=C(C=C1)C1=NC(NN=C1)=O)C